BrC=1C(=CC(=C2C=CC=NC12)C[C@@H]1N=C([C@@H](N=C1OC)C(C)C)OC)F 8-bromo-7-fluoro-5-(((2S,5S)-5-isopropyl-3,6-dimethoxy-2,5-dihydropyrazin-2-yl)methyl)quinoline